N1=C(C=CC=C1)OC1CN(CC1)C1=NC=CC=C1C=1C=CC=2N(C1)N=CC2C#N 6-(3-(pyridin-2-yloxy)pyrrolidin-1-ylpyridin-3-yl)pyrazolo[1,5-a]pyridine-3-carbonitrile